2-(2,2-Difluoroethoxy)-5-isopropylbenzenesulfonyl chloride FC(COC1=C(C=C(C=C1)C(C)C)S(=O)(=O)Cl)F